NCCOCCOC1=CC2=C(N(CN2)C2=CC=C(C=C2)NC(=O)NC=2NN=C(C2)C(C)(C)C)C=C1 1-(4-{5-[2-(2-amino-ethoxy)-ethoxy]-2,3-dihydro-benzimidazol-1-yl}-phenyl)-3-(5-tert-butyl-2H-pyrazol-3-yl)-urea